2-methyl-5-nitro-1-{2-{[4-O-(β-D-galactopyranosyl)-D-fructofuranosyl]oxy}ethyl}imidazole CC=1N(C(=CN1)[N+](=O)[O-])CCOC1(CO)[C@@H](O)[C@H](O[C@H]2[C@H](O)[C@@H](O)[C@@H](O)[C@H](O2)CO)[C@H](O1)CO